OC1=C2C=CN=CC2=C(C=C1)CNC(OC(C)(C)C)=O tert-Butyl {(5-hydroxyisoquinolin-8-yl)methyl}carbamate